ClC1=CC(=NC(=C1)Cl)C(=O)NC1=CC(=C(C=C1)C)C 4,6-Dichloro-N-(3,4-dimethylphenyl)pyridineamide